FC(C1=CC=C(C=N1)OC1=C(C(S\C(=C(\C)/N(C=O)CC=2C(=NC(=NC2)C)N)\CCO)=O)C=CC=C1)(F)F (Z)-S-(2-(N-((4-amino-2-methylpyrimidin-5-yl)methyl)formamido)-5-hydroxypent-2-en-3-yl) 2-((6-(trifluoromethyl)pyridin-3-yl)oxy)benzothioate